5-(4-bromobenzylidene)-1-methyl-2-selenoxo-3-(4-tolyl)imidazolidin-4-one BrC1=CC=C(C=C2C(N(C(N2C)=[Se])C2=CC=C(C=C2)C)=O)C=C1